ClC1=NN2C(C3=CC=CC=C13)=NN=C2C2=NOC(=C2)COC 3-(6-chloro-[1,2,4]triazolo[3,4-a]phthalazin-3-yl)-5-(methoxymethyl)isoxazole